NC1=C2C=NC(=NC2=CC(=C1)N1C(OC[C@@H]1C)=O)NC1=CC=C(C=C1)S(=O)(=O)C (S)-3-(5-amino-2-((4-(methylsulfonyl)phenyl)amino)quinazolin-7-yl)-4-methyloxazolidin-2-one